thieno[3,2-d]pyrimidin-4-one N1=CNC(C2=C1C=CS2)=O